FC1(CN(C2(C1O)CCCC2)CC(=O)NC)F 2-(3,3-difluoro-4-hydroxy-1-azaspiro[4.4]nonan-1-yl)-N-methylacetamide